(1S)-1-(2-pyridyl)ethanamine N1=C(C=CC=C1)[C@H](C)N